(S*)-(7-chlorochroman-4-yl)methanesulfonamide ClC1=CC=C2[C@H](CCOC2=C1)CS(=O)(=O)N |o1:5|